2-(4-bromo-5-fluoro-2-methoxy-phenyl)acetic acid ethyl ester C(C)OC(CC1=C(C=C(C(=C1)F)Br)OC)=O